((2R,3R,4R,5R)-3-acetoxy-5-(2-amino-6-(methylamino)-9H-purin-9-yl)-4-fluoro-4-methyltetrahydrofuran-2-yl)methyl 3-methylbutanoate CC(CC(=O)OC[C@H]1O[C@H]([C@]([C@@H]1OC(C)=O)(C)F)N1C2=NC(=NC(=C2N=C1)NC)N)C